NCCNCCC[Si](OC(C)C)(OC(C)C)OC(C)C gamma-(2-aminoethyl)aminopropyl-triisopropoxysilane